(2,4-dimethylphenoxy)acetyl chloride CC1=C(OCC(=O)Cl)C=CC(=C1)C